C1(CC1)C1=C(C(C=O)=CC=C1)O 3-cyclopropyl-salicylaldehyde